(2R)-t-Butyldimethylsiloxy-1,4-butandiol O([Si](C)(C)C(C)(C)C)C(CCCO)O